5-[2-Cyclopropyl-5-(trifluoromethyl)imidazo[4,5-b]pyridin-3-yl]indolin C1(CC1)C1=NC=2C(=NC(=CC2)C(F)(F)F)N1C=1C=C2CCNC2=CC1